(R)-N-methyl-3-(2-tolyloxy)-3-phenyl-1-propanamine hydrochloride Cl.CNCC[C@H](C1=CC=CC=C1)OC1=C(C=CC=C1)C